FC(C1=CC=C(C=C1)C(C(C)=O)=C)(F)F 3-(4-trifluoromethylphenyl)but-3-en-2-one